2-{[4-(3-carbamoylphenyl)-6-ethylquinolin-2-yl](methyl)amino}acetic acid C(N)(=O)C=1C=C(C=CC1)C1=CC(=NC2=CC=C(C=C12)CC)N(CC(=O)O)C